5-amino-3-methyl-3H,6H-thiazolo[4,5-d]pyrimidine-2,7-dione NC=1NC(C2=C(N1)N(C(S2)=O)C)=O